C(C)(=O)C=1C=C(C=CC1O)C1=C(N[C@H](C)C=2C=C(C=C3C(C(=C(OC23)N2CCC(CC2)(C)C)C)=O)C)C=CC=C1 8-[(1R)-1-[2-(3-acetyl-4-hydroxy-phenyl)anilino]ethyl]-2-(4,4-dimethyl-1-piperidyl)-3,6-dimethyl-chromen-4-one